N1=CN=CC=C1 Pyrimidine